CC(CN1C=NC2=C1C=C(C=C2)OC2=NC=C(C=C2)C(F)(F)F)(C)O 2-methyl-1-(6-{[5-(trifluoromethyl)pyridin-2-yl]Oxy}-1H-benzimidazole-1-Yl)propan-2-ol